4-(2,6-bis(bis(2-methoxyethyl)amino)-8-(4-methoxypiperidin-1-yl)pyrimido[5,4-d]pyrimidin-4-yl)piperazin-2-one COCCN(C=1N=C(C2=C(N1)C(=NC(=N2)N(CCOC)CCOC)N2CCC(CC2)OC)N2CC(NCC2)=O)CCOC